ClC1=CC(=C(C=N1)C1=NC=CC(=C1)N1CC(C1)CC(F)(F)F)F 6'-chloro-4'-fluoro-4-(3-(2,2,2-trifluoroethyl)azetidin-1-yl)-2,3'-bipyridine